N-(4-chloro-3-((1R,2R)-2-hydroxy-2-methylcyclobutyl)phenyl)-3-methyl-6-azabicyclo[3.1.1]heptane-6-carboxamide ClC1=C(C=C(C=C1)NC(=O)N1C2CC(CC1C2)C)[C@@H]2[C@](CC2)(C)O